FC1=CC=C(CN2C=C3C(=CC2=O)CCN3)C=C1 6-(4-fluorobenzyl)-1,2,3,6-tetrahydro-5H-pyrrolo[2,3-c]pyridin-5-one